Cl.Cl.CN(C1CCC(CC1)N(C=1SC2=C(N=NC(=C2)C2=C(C=C(C=C2)C=2C=NNC2)O)N1)C)C 2-(6-{[(1r,4r)-4-(dimethylamino)cyclohexyl](methyl)amino}[1,3]thiazolo[4,5-c]pyridazin-3-yl)-5-(1H-pyrazol-4-yl)phenol dihydrochloride